N-(2-{3-amino-4-[(3-methoxybutan-2-yl)oxy]pyrrolidin-1-yl}-5,6,7,8-tetrahydroquinolin-6-yl)-5-chloro-7-ethyl-7H-pyrrolo[2,3-c]pyridazine-3-carboxamide NC1CN(CC1OC(C)C(C)OC)C1=NC=2CCC(CC2C=C1)NC(=O)C1=CC2=C(N=N1)N(C=C2Cl)CC